4,6-dimethyl-2-(pyridin-4-yl)-5,7-dihydro-3-oxa-1-thia-7-azaacenaphthylen-8(4H)-one CC1OC2=C(SC=3C(NC(=C(C1)C32)C)=O)C3=CC=NC=C3